ClC=1C=C(C=CC1C1=CC2=C(N=C(N=C2)NC)N2C1=NCC2)N2C(N(CC2)C)=O 1-(3-chloro-4-(2-(methylamino)-8,9-dihydroimidazo[1',2':1,6]pyrido[2,3-d]pyrimidin-6-yl)phenyl)-3-methylimidazolidin-2-one